N-[5-(1-aminoethyl)-1-pyrimidin-2-yl-1,2,4-triazol-3-yl]-1,1-difluoro-methanesulfonamide NC(C)C1=NC(=NN1C1=NC=CC=N1)NS(=O)(=O)C(F)F